BrC#CCCCC bromohexyne